methyl (3aS,5S,6S,6aS)-6-bromo-2-oxohexahydro-2H-cyclopenta[d]oxazole-5-carboxylate Br[C@H]1[C@@H](C[C@@H]2NC(O[C@@H]21)=O)C(=O)OC